Br.NC1=C(N=C(C(=N1)N1CCC2(CC1)[C@@H](C1=CC=CC=C1C2)N)F)SC2=C(C(=NC=C2)N)Cl (S)-1'-(6-amino-5-((2-amino-3-chloropyridin-4-yl)thio)-3-fluoropyrazin-2-yl)-1,3-dihydrospiro[indene-2,4'-piperidine]-1-amine hydrobromide